CNC1=CC=C2C=CN=CC2=C1 N-methylisoquinolin-7-amine